((1R,5S,6s)-6-((6-(2-aminopropan-2-yl)-4-(4-fluorophenyl)pyridin-2-yl)oxy)-3-azabicyclo[3.1.0]hexan-3-yl)(1-methyl-3-(thiazol-4-yl)-1H-pyrazol-5-yl)methanone NC(C)(C)C1=CC(=CC(=N1)OC1[C@@H]2CN(C[C@H]12)C(=O)C1=CC(=NN1C)C=1N=CSC1)C1=CC=C(C=C1)F